C(C)(C)(C)OC(=O)N1CC2(CCC(C1)C2(F)F)C(=O)O 3-(tert-butoxycarbonyl)-8,8-difluoro-3-azabicyclo[3.2.1]octane-1-carboxylic acid